5-oxo-12-oxa-3-thia-6-azatricyclo[6.4.1.04,13]trideca-1,4(13),7-triene-7-carboxylic acid O=C1C=2SC=C3OCCCC(=C(N1)C(=O)O)C32